Cl.C(C)N=C=NCCCN(C)C 1-ethyl-(3-dimethylaminopropyl)-carbodiimide HCl